cis-2-aminocyclopentan-1-ol hydrochloride Cl.N[C@@H]1[C@@H](CCC1)O